COC(C1=CC(=C(C=C1)CBr)OC)=O 4-(bromomethyl)-3-methoxybenzoic acid methyl ester